C(#N)C1=CC=C(C=C1)NC1=NN=C2N1C=CC=C2 N-(4-cyanophenyl)-[1,2,4]triazolo[4,3-a]pyridin-3-amine